7-[[2-[[2-(2,6-dioxo-3-piperidyl)-1,3-dioxo-isoindolin-4-yl]amino]acetyl]amino]heptanoic acid O=C1NC(CCC1N1C(C2=CC=CC(=C2C1=O)NCC(=O)NCCCCCCC(=O)O)=O)=O